2-(5-{5-chloro-2-[(oxacyclohex-4-yl)amino]pyrimidin-4-yl}-1,1-dimethyl-3-oxo-2,3-dihydro-1H-isoindol-2-yl)-N-[(1S)-2-hydroxy-1-(3-methylphenyl)ethyl]acetamide ClC=1C(=NC(=NC1)NC1CCOCC1)C=1C=C2C(N(C(C2=CC1)(C)C)CC(=O)N[C@H](CO)C1=CC(=CC=C1)C)=O